C(C)(C)[Sn](Cl)(Cl)Cl i-propyl-tin trichloride